ClC1=CC=C(C=C1)C1=NC2=C(N1C(C(=O)NC1CCCCC1)C1=CC=C(C=C1)OC(F)F)C=CC=C2 2-[2-(4-chloro-phenyl)-benzimidazol-1-yl]-N-cyclohexyl-2-(4-difluoromethoxy-phenyl)-acetamide